S1C2=C(C=C1)C(=CC=C2)N2CCN(CC2)CCCCOC2=CC=C1C=CC(N(C1=C2)C(CCC)=O)=O 7-(4-(4-(benzo[b]thiophen-4-yl)piperazin-1-yl)butoxy)-1-butyrylquinolin-2(1H)-one